C(CC(=O)N)C(C(=O)[O-])N The molecule is an alpha-amino-acid anion that is the conjugate base of glutamine, arising from deprotonation of the carboxy group. It is a conjugate base of a glutamine.